C(C)S(=O)(=O)C=1C(=NC(=CC1)N1N=CN=C1)C1=NC=2C(=NC=C(C2)C(F)(F)F)N1C 2-[3-ethylsulfonyl-6-(1,2,4-triazol-1-yl)-2-pyridinyl]-3-methyl-6-(trifluoromethyl)imidazo[4,5-B]pyridine